P1(CCC1)=O Phosphetan oxide